C(=O)(O)NS(=O)(=O)CC1=CC=CC=C1 carboxybenzylsulfonamide